C(C(C)C)[Si]1(O[Si](O[Si](O[Si](O1)(CC=C)CC(C)C)(CC=C)CC(C)C)(CC=C)CC(C)C)CC=C tetraisobutyl-tetraallylcyclotetrasiloxane